N-(4-Cyanobenzyl)-6-((1-((2-cyanopropan-2-yl)sulfonyl)cyclopropyl)methyl)-1-methyl-7-oxo-4,5,6,7-tetrahydro-1H-pyrazolo[3,4-c]pyridine-3-carboxamide C(#N)C1=CC=C(CNC(=O)C2=NN(C=3C(N(CCC32)CC3(CC3)S(=O)(=O)C(C)(C)C#N)=O)C)C=C1